benzyl 4-[2-[1-(2-fluoro-4-nitro-phenyl)-3,6-dihydro-2H-pyridin-4-yl]ethynyl]-3,6-dihydro-2H-pyridine-1-carboxylate FC1=C(C=CC(=C1)[N+](=O)[O-])N1CCC(=CC1)C#CC=1CCN(CC1)C(=O)OCC1=CC=CC=C1